benzyl N-[(3Z)-3-[1-[(4-methoxyphenyl)methyl]-5,5-dimethyl-2-oxo-pyrrolidin-3-ylidene]-2-phenyl-propyl]carbamate COC1=CC=C(C=C1)CN1C(\C(\CC1(C)C)=C/C(CNC(OCC1=CC=CC=C1)=O)C1=CC=CC=C1)=O